6-(4-methoxyphenylsulphonyl)-2-((6-methoxypyridin-3-yl)methyl)phthalazin-1(2H)-one COC1=CC=C(C=C1)S(=O)(=O)C=1C=C2C=NN(C(C2=CC1)=O)CC=1C=NC(=CC1)OC